3-hydroxy-3-methylnonane-2,4-dione OC(C(C)=O)(C(CCCCC)=O)C